C(#N)C1=C(OC[C@]2(CSCC2)NC(OC(C)(C)C)=O)C=C(C=C1SC)C1=CN=C2N1C(=CC=C2)C#N tert-butyl (R)-(3-((2-cyano-5-(5-cyanoimidazo[1,2-a]pyridin-3-yl)-3-(methylthio)phenoxy)methyl)tetrahydrothiophen-3-yl)carbamate